CN(C(=O)C=1C(=C(C=CC1)N1N=C(C=CC1=O)C(=O)N[C@H](C)C=1SC(=CC1)C1=C(C=CC(=C1)F)CNC)F)C 1-[3-(dimethylcarbamoyl)-2-fluorophenyl]-N-[(1R)-1-[5-[5-fluoro-2-(methylaminomethyl)phenyl]-2-thienyl]ethyl]-6-oxo-pyridazine-3-carboxamide